FC=1C=CC(=C(C(=O)N(C(C)C)C)C1)N1C=C(C=2C1=CN=CC2)C2CCN(CCC2)C(=O)[C@H]2N[C@@H]1CC([C@H]2C1)=C 5-fluoro-N-methyl-2-(3-{1-[(1S,3S,4R)-5-methylidene-2-azabicyclo[2.2.1]heptane-3-carbonyl]azepan-4-yl}-1H-pyrrolo[2,3-c]pyridin-1-yl)-N-(propan-2-yl)benzamide